3-methylimidazole trifluoromethanesulfonic acid salt FC(S(=O)(=O)O)(F)F.CN1C=NC=C1